FC1(CC(C1)[C@H](O)C1=CC=2C(=NC(=CC2)C=2C=C3C(=NC2)NN=C3)S1)F (S)-(3,3-difluorocyclobutyl)(6-(1H-pyrazolo[3,4-b]pyridin-5-yl)thieno[2,3-b]pyridin-2-yl)methanol